2-((1H-1,2,3-triazol-5-yl)methoxy)-N-(6-((4-(aminomethyl)-1H-pyrazol-1-yl)methyl)-4-methoxybenzo[d]isoxazol-3-yl)-5-ethylbenzenesulfonamide N1N=NC=C1COC1=C(C=C(C=C1)CC)S(=O)(=O)NC1=NOC2=C1C(=CC(=C2)CN2N=CC(=C2)CN)OC